FC1=C(C=CC(=C1)I)C(F)(F)F 2-fluoro-4-iodo-1-(trifluoro-methyl)benzene